tetrakis(ethoxyethoxy)silane C(C)OCCO[Si](OCCOCC)(OCCOCC)OCCOCC